C(C)(C)C1=C(C=CC=C1)C1=NC=C(C(=N1)NC)OC 2-(2-isopropylphenyl)-5-methoxy-N-methylpyrimidin-4-amine